2-[6-(5-chloro-2-{[(2S)-1-hydroxypropan-2-yl]amino}pyrimidin-4-yl)-1-oxo-2,3-dihydro-1H-isoindol-2-yl]-N-[(1R)-1-(3-methoxyphenyl)-ethyl]acetamide ClC=1C(=NC(=NC1)N[C@H](CO)C)C1=CC=C2CN(C(C2=C1)=O)CC(=O)N[C@H](C)C1=CC(=CC=C1)OC